1,2-propylene glycol (3-mercaptobutyrate) SC(CC(=O)O)C.C(C(C)O)O